(2S)-2-amino-5-(4-(tert-butoxycarbonyl)morpholin-3-yl)pentanoic acid N[C@H](C(=O)O)CCCC1N(CCOC1)C(=O)OC(C)(C)C